ClC=1C=NC(=C(C=O)C1)NC 5-CHLORO-2-(METHYLAMINO)NICOTINALDEHYDE